FC1=C(C=CC(=C1C1CCC=2N(C1)C=NC2C2=NN=C(N2COCC[Si](C)(C)C)C)F)NS(=O)(=O)C=2C(=NC=C(C2)F)OC N-[2,4-difluoro-3-[1-(5-methyl-4-[[2-(trimethylsilyl)ethoxy]methyl]-1,2,4-triazol-3-yl)-5H,6H,7H,8H-imidazo[1,5-a]pyridin-6-yl]phenyl]-5-fluoro-2-methoxypyridine-3-sulfonamide